ClC1=CC=C(C(=N1)C(=O)O)N[C@H](C)C1=C2N=C(C(=NC2=CC(=C1)C)C#N)N1CCC(CC1)C1CCCC1 (R)-6-chloro-3-((1-(2-cyano-3-(4-cyclopentylpiperidin-1-yl)-7-methylquinoxalin-5-yl)ethyl)amino)picolinic acid